C(C)(C)(C)OC(C1=CC=C(C=C1)OC)=O 4-methoxybenzoic acid tert-butyl ester